2,5-difluoro-3-chloropyridine FC1=NC=C(C=C1Cl)F